pyridin-3-yl-piperazin-1-yl-acetate N1=CC(=CC=C1)C(C(=O)[O-])N1CCNCC1